Cl.COCCN [2-(methyloxy)ethyl]amine hydrochloride